4-CYCLOHEXYL-1H-IMIDAZOLE-2-CARBALDEHYDE C1(CCCCC1)C=1N=C(NC1)C=O